CN1N=C(C(=C1C)C=1C=CC(=NC1)N)C 5-(1,3,5-trimethyl-1H-pyrazol-4-yl)pyridin-2-amine